thiazolo[4,5-b]Pyridine-6-carbonitrile S1C=NC2=NC=C(C=C21)C#N